COC=1C=C(C(=O)OC)C=CC1B1OC(C(O1)(C)C)(C)C methyl 3-methoxy-4-(4,4,5,5-tetramethyl-1,3,2-dioxaborolan-2-yl)benzoate